NC=1C2=C(N=CN1)N(C=C2C2=COC=C2)CC(=O)N2[C@@H](C[C@H](C2)F)C(=O)NCC2=C(C(=CC=C2)Cl)F (2S,4R)-1-(2-(4-amino-5-(furan-3-yl)-7H-pyrrolo[2,3-d]pyrimidin-7-yl)acetyl)-N-(3-chloro-2-fluorobenzyl)-4-fluoropyrrolidine-2-carboxamide